FC1=CC=C(C=C1)[C@@H]1CN(C[C@H]1N(C(N(C1=CC(=CC(=C1)C(F)(F)F)C)C)=O)C)C(=O)OC(C)(C)C tert-butyl (3R,4S)-3-(4-fluorophenyl)-4-({methyl}{(methyl) [3-methyl-5-(trifluoromethyl)phenyl]carbamoyl}amino)pyrrolidine-1-carboxylate